tetra-n-propyl-pyrrolidine C(CC)C1C(N(CC1)CCC)(CCC)CCC